4-((3-(1-Cyclopropyl-1H-pyrazol-4-yl)phenyl)((4-(4-methoxy-3-methylphenyl)bicyclo[2.2.2]octan-1-yl)methyl)carbamoyl)cyclohexyl trans-3-hydroxyazetidine-1-carboxylate OC1CN(C1)C(=O)OC1CCC(CC1)C(N(CC12CCC(CC1)(CC2)C2=CC(=C(C=C2)OC)C)C2=CC(=CC=C2)C=2C=NN(C2)C2CC2)=O